C1(CC1)C(C=1C=NC(=CC1)OCC1CC1)NC=1C2=C(N=C(N1)N1CCN(CC1)C(C)=O)C=NN2C(CC)CC 1-{4-[7-{[Cyclopropyl-(6-cyclopropylmethoxy-pyridin-3-yl)-methyl]-amino}-1-(1-ethylpropyl)-1H-pyrazolo[4,3-d]pyrimidin-5-yl]-piperazin-1-yl}-ethanone